NC=1C=NC(=CC1Cl)Cl 3-amino-4,6-dichloropyridine